6-((2-Methylthiazol-5-yl)methyl)-5-oxo-1,4,5,6-tetrahydropyrido[3,4-C][1,8]naphthyridine CC=1SC(=CN1)CN1C(C2=C(C=3C=CC=NC13)CC=NC2)=O